C(CCCCC)(=O)OCCCO[N+](=O)[O-] 3-nitro-oxy-propyl hexanoate